FC1=C2C(=NC=NC2=CC=C1CC(F)(F)F)N1CC2(C1)CCN(CC2)C(=O)[O-] 2-[5-fluoro-6-(2,2,2-trifluoroethyl)quinazolin-4-yl]-2,7-diazaspiro[3.5]nonane-7-carboxylate